tert-butyl (2-methyl-1-(((3-(methylselanyl)pyridin-2-yl)methyl)amino)-1-oxopropan-2-yl)carbamate CC(C(=O)NCC1=NC=CC=C1[Se]C)(C)NC(OC(C)(C)C)=O